1-[3-{3-[(R)-cyclobutyl(4-methyl-4H-1,2,4-triazol-3-yl)methyl]phenyl}-5-(trifluoromethyl)-1H-pyrazolo[3,4-c]pyridin-7-yl]ethan-1-ol C1(CCC1)[C@H](C=1C=C(C=CC1)C1=NNC2=C(N=C(C=C21)C(F)(F)F)C(C)O)C2=NN=CN2C